N-[(6-Amino-2-pyridyl)sulfonyl]-2-[(2S,5R)-2,5-dimethylpyrrolidin-1-yl]-6-[6-(2-hydroxy-1-methyl-ethoxy)-3-pyridyl]pyridin-3-carboxamid NC1=CC=CC(=N1)S(=O)(=O)NC(=O)C=1C(=NC(=CC1)C=1C=NC(=CC1)OC(CO)C)N1[C@H](CC[C@H]1C)C